ClC1=CC=C(C=C1)[C@@]1(CNCC1)N1C=NC(=C1)C1=CC=C(C=C1)OC(F)(F)F (S)-1-(3-(4-chlorophenyl)pyrrolidin-3-yl)-4-(4-(trifluoromethoxy)phenyl)-1H-imidazole